(S)-(1-(2-((tert-butyldimethylsilyl)oxy)propyl)-3-methyl-1H-pyrazol-5-yl)methanol [Si](C)(C)(C(C)(C)C)O[C@H](CN1N=C(C=C1CO)C)C